C(CCCCCCCCCCC)C(OP(=O)(C)C)(C[N+](C)(C)C)CCCCCCCCCCCC dilauryldimethyl-phosphorylcholine